Cl.N(N)C1(CC(C1)(O)C)[2H] 3-Hydrazineyl-1-methylcyclobutan-3-d-1-ol hydrochloride